3-amino-2-fluoro-N-(4-(2-isopropylphenyl)-5-(3-((1R,3R)-3-(trifluoromethoxy)cyclopentyl)phenyl)thiazol-2-yl)benzenesulfonamide NC=1C(=C(C=CC1)S(=O)(=O)NC=1SC(=C(N1)C1=C(C=CC=C1)C(C)C)C1=CC(=CC=C1)[C@H]1C[C@@H](CC1)OC(F)(F)F)F